N-n-nonylthioproline C(CCCCCCCC)N1[C@@H](CSC1)C(=O)O